CN(C)\C=C\1/C(CCCC1C)=O (Z)-2-((dimethylamino)methylene)-3-methylcyclohexane-1-one